N1[C@@H](CCC1)CN(C(OC)=O)C1(CCC1)C1=CC(=CC=C1)OC(F)(F)F Methyl N-{[(2S)-pyrrolidin-2-yl] methyl}-N-{1-[3-(trifluoromethoxy)phenyl]cyclobutyl}carbamate